Methyl 1-fluorocyclooct-2-yne-1-carboxylate FC1(C#CCCCCC1)C(=O)OC